rel-2-thiocarbonyl-1-(2-((2r,4r)-1-p-toluenesulfonyl-4-(trifluoromethyl)piperidin-2-yl)benzyl)-1,2,3,5-tetrahydro-4H-pyrrolo[3,2-d]pyrimidin-4-one C(=S)=C1NC(C2=C(N1CC1=C(C=CC=C1)[C@@H]1N(CC[C@H](C1)C(F)(F)F)S(=O)(=O)C1=CC=C(C)C=C1)C=CN2)=O |o1:15,19|